ClC=1C(=CC(=C(C1)C1=NNC=C1C=1N=C2C=C(C=NC2=CC1)NCCN1CCCC1)F)F 6-[3-(5-chloro-2,4-difluoro-phenyl)-1H-pyrazol-4-yl]-N-(2-pyrrolidin-1-ylethyl)-1,5-naphthyridin-3-amine